(diethylamino)-3H-xanthen C(C)N(CC)C1=CCC=C2OC3=CC=CC=C3C=C12